OC12CN(C(C1)C2)C(=O)OC(C)(C)C tert-butyl 4-hydroxy-2-azabicyclo[2.1.1]hexane-2-carboxylate